4-Chloro-N-(4-{5-[4-(trifluoromethyl)phenyl]-1H-1,2,4-triazol-3-yl}phenyl)benzenesulfonamide ClC1=CC=C(C=C1)S(=O)(=O)NC1=CC=C(C=C1)C1=NNC(=N1)C1=CC=C(C=C1)C(F)(F)F